O[C@H]1[C@H](O[C@@]2([C@@H](CCO2)NC(=O)C2(CC2)C2=CC=CC=C2)[C@@H]([C@H]1N1N=NC(=C1)C1=CC(=C(C(=C1)F)F)F)O)CO N-((4R,5S,7R,8R,9S,10R)-8,10-dihydroxy-7-(hydroxymethyl)-9-(4-(3,4,5-trifluorophenyl)-1H-1,2,3-triazol-1-yl)-1,6-dioxaspiro[4.5]decan-4-yl)-1-phenylcyclopropanecarboxamide